ClC1=C(C(=CC=C1F)Cl)C(C)OC=1C=C(C=CC1)C1=NC=C(C=N1)NC(CO)=O N-{2-[3-(1-(2,6-dichloro-3-fluorophenyl)ethoxy)phenyl]Pyrimidin-5-yl}-2-hydroxyacetamide